tert-butyl 2-((2'-(3-(tert-butoxy)-3-oxopropoxy)-2-fluoro-[1,1'-biphenyl]-3-yl)methyl)-3-(methylsulfonamido)piperidine-1-carboxylate C(C)(C)(C)OC(CCOC1=C(C=CC=C1)C1=C(C(=CC=C1)CC1N(CCCC1NS(=O)(=O)C)C(=O)OC(C)(C)C)F)=O